7,8-dichloro-10-(3-methyl-1,2,4-oxadiazol-5-yl)-3,4,5,6-tetrahydroazepino[4,5-b]indol-2(1H)-one ClC1=C(C=C(C=2C3=C(NC12)CCNC(C3)=O)C3=NC(=NO3)C)Cl